Ethyl 5-(1-cyanoprop-1-en-2-yl)-1H-pyrazole-3-carboxylate C(#N)C=C(C)C1=CC(=NN1)C(=O)OCC